N-(4-([1,2,4]triazolo[1,5-c]pyrimidin-7-yloxy)-3-methylphenyl)-6-methoxy-5-(6-methyl-2,6-diazaspiro[3.4]octan-2-yl)quinazolin-4-amine N=1C=NN2C=NC(=CC21)OC2=C(C=C(C=C2)NC2=NC=NC1=CC=C(C(=C21)N2CC1(C2)CN(CC1)C)OC)C